CC(C)CCOCC(=O)OCC=C allyl amyl glycolate